CC(C)(C)[O-].CC(C)(C)[O-].CC(C)(C)[O-].CC(C)(C)[O-].[Hf+4] hafnium tetratert-butoxide